FC=1C=C(CN2CC(C2)C(=O)N2C3=C(OCC2)C(=CN=C3)C=3C=C2CC(NC2=CC3)=O)C=CC1 5-(4-(1-(3-Fluorobenzyl)azetidine-3-carbonyl)-3,4-dihydro-2H-pyrido[4,3-b][1,4]oxazin-8-yl)indolin-2-one